((1-methyl-1H-imidazol-2-yl)(phenyl)methyl)-3-(triisopropylsilyl)propiolamide CN1C(=NC=C1)C(C1=CC=CC=C1)NC(C#C[Si](C(C)C)(C(C)C)C(C)C)=O